C(C)(C)(C)OC(=O)N1C[C@@H](N(CC1)C1=NC(=NC2=CC=C(C=C12)Br)Cl)C1=CC=CC=C1 (S)-4-(6-bromo-2-chloroquinazolin-4-yl)-3-phenylpiperazine-1-carboxylic acid tert-butyl ester